C1(=CC=CC=C1)C1=CCCC1C[Se]C1=CC=CC=C1 3-phenyl-4-((phenylselenyl)methyl)cyclopent-2-ene